CN(P(N(C)C)(N(C)C)=O)C.CN(P(N(C)C)(N(C)C)=O)C dihexamethylphosphoric triamide